C(C)(C)(C)C1=NC(=CC(=N1)N1CC2(C=3C=NC(=CC31)NC(C)=O)CC2)C N-(1'-(2-(tert-butyl)-6-methylpyrimidin-4-yl)-1',2'-dihydrospiro[cyclopropane-1,3'-pyrrolo[3,2-c]pyridin]-6'-yl)acetamide